COC(C(CCCCCCCCCCCCC)[C@H]1O[C@H]([C@@H]([C@@H]1O)O)N1C2=NC(=NC(=C2N=C1)NC1CCCC1)Cl)=O ((2R,3S,4R,5R)-5-(2-chloro-6-(cyclopentylamino)-9H-purin-9-yl)-3,4-dihydroxytetrahydrofuran-2-yl)pentadecanoic acid methyl ester